FC=1C=CC=C2C=C(C=NC12)C1=NC(CC2=C(C=CC=C12)F)(C)C 8-fluoro-3-(5-fluoro-3,3-dimethyl-3,4-dihydroisoquinolin-1-yl)quinoline